methyl 2-(bromomethyl)-5-((tert-butyldimethylsilyl)oxy)benzoate BrCC1=C(C(=O)OC)C=C(C=C1)O[Si](C)(C)C(C)(C)C